(R or S)-3-(6-chloro-5-(2-(difluoromethoxy)phenyl)-1H-benzo[d]imidazol-2-yl)-3-(4-((cyclopropylmethyl)sulfonyl)phenyl)propan-1-amine ClC=1C(=CC2=C(NC(=N2)[C@H](CCN)C2=CC=C(C=C2)S(=O)(=O)CC2CC2)C1)C1=C(C=CC=C1)OC(F)F |o1:9|